(5S,8aR)-3-chloro-1-methanesulfonylmethyl-5-methyl-5,6,8a,9-tetrahydro-8H-7,10-dioxa-2,4,4b-triazaphenanthrene ClC=1N=C(C=2OC[C@H]3COC[C@@H](N3C2N1)C)CS(=O)(=O)C